C1(CC1)C1=CC(=C(C=C1C)C(C)NC)F 1-(4-cyclopropyl-2-fluoro-5-methylphenyl)-N-methylethan-1-amine